2-[4-[4-(4-chlorophenylcarbamoyl)phenyl]-6-(4-hydroxypiperidin-1-yl)-pyrimidin-2-ylamino]-4-methyl-5-thiazolecarboxylic acid ethyl ester C(C)OC(=O)C1=C(N=C(S1)NC1=NC(=CC(=N1)C1=CC=C(C=C1)C(NC1=CC=C(C=C1)Cl)=O)N1CCC(CC1)O)C